bis[3-(ethyldimethoxysilyl)1,1,1,5,5,5-hexafluoro-2,4-pentanedione] platinum (II) [Pt+2].C(C)[Si](C(C(C(F)(F)F)=O)C(C(F)(F)F)=O)(OC)OC.C(C)[Si](C(C(C(F)(F)F)=O)C(C(F)(F)F)=O)(OC)OC